hexadecyl mesylate S(C)(=O)(=O)OCCCCCCCCCCCCCCCC